C(C)N(C(OC(C)(C)C)=O)CC=1OC(=NN1)C=1C(=NC=CC1)NC1=CC=C(C=C1)C(F)(F)F tert-butyl N-ethyl-N-[[5-[2-[4-(trifluoromethyl)anilino]-3-pyridyl]-1,3,4-oxadiazol-2-yl]methyl]carbamate